COC=1C=C(OC2=C(C=3N=C(C=NC3C=C2)N2CCOCC2)C#N)C=CC1OCC1=CC=C(C=C1)OC 6-(3-methoxy-4-(4-methoxybenzyloxy)phenoxy)-3-morpholinoquinoxaline-5-carbonitrile